N-(5-bromopyrimidin-2-yl)cyclopropanecarboxamide BrC=1C=NC(=NC1)NC(=O)C1CC1